NC=1N=C(C(=NC1)C#N)[C@@H](C)CC (S)-5-amino-3-(sec-butyl)pyrazine-2-carbonitrile